C(C1=CC=CC=C1)=[Ru](Cl)Cl benzylideneruthenium(IV) dichloride